3-[6-allyl-7-oxo-1-(p-toluenesulfonyl)pyrrolo[2,3-c]pyridin-4-yl]-N,N-dimethyl-benzamide C(C=C)N1C(C2=C(C(=C1)C=1C=C(C(=O)N(C)C)C=CC1)C=CN2S(=O)(=O)C2=CC=C(C)C=C2)=O